P(=O)([O-])([O-])N Amidophosphat